(1R,3S)-4'-Chloro-5'-(2-fluoro-3-(3-oxomorpholino)phenyl)-3-methyl-1',2'-dihydrospiro[cyclopentane-1,3'-pyrrolo[2,3-b]pyridine]-3-carboxamide ClC1=C2C(=NC=C1C1=C(C(=CC=C1)N1C(COCC1)=O)F)NC[C@]21C[C@](CC1)(C(=O)N)C